CC1=C(OC=2C(=CC(N(C2)C)=O)C=2C3=C(C(N(C2)C)=O)NC(=C3)C3=C(C=CC(=C3)C(F)(F)F)F)C(=CC=C1)C 4-(5-(2,6-dimethylphenoxy)-1-methyl-2-oxo-1,2-dihydropyridin-4-yl)-2-(2-fluoro-5-(trifluoromethyl)phenyl)-6-methyl-1,6-dihydro-7H-pyrrolo[2,3-c]pyridin-7-one